4-[(4-cyclohexylphenyl)amino]-2-[(2-ethoxyethyl)(methyl)amino]-6-(prop-2-yl)-5,6-dihydro-7H-pyrrolo[3,4-d]pyrimidin-7-one C1(CCCCC1)C1=CC=C(C=C1)NC=1C2=C(N=C(N1)N(C)CCOCC)C(N(C2)C(C)C)=O